C1(=CC=CC=C1)C(C(=O)O)NCC1=CC=NC=C1 2-phenyl-2-(4-pyridylmethylamino)acetic acid